C(CCCCCCCCCCCCCCCCCCCCCCCCCCCCCCCCCCCCCCCC)(=O)O Hentetracontanoic acid